NC1=C(CC2=NC3=C(N2CCOC)C=C(C=C3)C(=O)OC)C=CC(=C1)C1=NC(=CC=C1)OCC1=C(C=C(C=C1)C#N)F Methyl 2-(2-amino-4-(6-((4-cyano-2-fluorobenzyl)oxy)pyridin-2-yl)benzyl)-1-(2-methoxyethyl)-1H-benzo[d]imidazole-6-carboxylate